4-(2,3-bis((2-(Trimethylsilyl)ethoxy)methoxy)phenyl)-3,6-dihydropyridine-1(2H)-carboxylic acid tert-butyl ester C(C)(C)(C)OC(=O)N1CCC(=CC1)C1=C(C(=CC=C1)OCOCC[Si](C)(C)C)OCOCC[Si](C)(C)C